propyl para-hydroxybenzoate (propyl para-hydroxybenzoate) C(CC)C1=C(C(=O)O)C=CC(=C1)O.OC1=CC=C(C(=O)OCCC)C=C1